[4-(7-difluoromethyl-1,2,3,4-tetrahydroquinolin-6-yl)-pyrazol-1-yl]-acetonitrile FC(C1=C(C=C2CCCNC2=C1)C=1C=NN(C1)CC#N)F